1-[6-[5-bromo-6-(oxetan-3-yloxy)benzimidazol-1-yl]-3-(difluoromethyl)-2-pyridyl]-3-(trifluoromethyl)-5,7-dihydro-4H-pyrano[3,4-c]pyrazole BrC1=CC2=C(N(C=N2)C2=CC=C(C(=N2)N2N=C(C3=C2COCC3)C(F)(F)F)C(F)F)C=C1OC1COC1